Menthol Salicylate C(C=1C(O)=CC=CC1)(=O)OC1CC(CCC1C(C)C)C